6-amino-2(3H)benzothiazolone NC1=CC2=C(NC(S2)=O)C=C1